6-(1-(difluoromethyl)cyclopropyl)-2-methylpyrido[4,3-d]pyrimidin-7(6H)-one FC(C1(CC1)N1C=C2C(N=C(N=C2)C)=CC1=O)F